2-(((2-(dibenzylamino) ethoxy) carbonyl) amino)-2-methylpropane-1,3-diyl Dimethacrylate C(C(=C)C)(=O)OCC(COC(C(=C)C)=O)(C)NC(=O)OCCN(CC1=CC=CC=C1)CC1=CC=CC=C1